C(C)N1CCC(CC1)OC1=C(C=C(N)C=C1)C(F)(F)F 4-((1-ethylpiperidin-4-yl)oxy)-3-(trifluoromethyl)aniline